FC=1C=C(C=CC1F)[C@H]1[C@@H](CN(C1)CCOC)NC(=O)NC1=C(C(=NN1C1=CC=CC=C1)OCC)F 1-((3s,4r)-4-(3,4-difluorophenyl)-1-(2-methoxyethyl)pyrrolidin-3-yl)-3-(3-ethoxy-4-fluoro-1-phenyl-1H-pyrazol-5-yl)urea